(4-amino-1,3-dihydrofuro[3,4-c][1,7]naphthyridin-8-yl)((3S,5R)-3-methyl-5-(6-(2-propyloxy)-3-pyridinyl)-4-morpholinyl)methanone NC1=NC=2C=NC(=CC2C2=C1COC2)C(=O)N2[C@H](COC[C@H]2C=2C=NC(=CC2)OC(C)C)C